4-trifluoroethyloxystyrene FC(COC1=CC=C(C=C)C=C1)(F)F